C[Se](=O)O methaneseleninic acid